COC1=NC(=C(C2=C1CN(C2)C(CC2CN(C2)C=2C=NC=CC2)=O)C)C 1-(4-methoxy-6,7-dimethyl-1,3-dihydro-2H-pyrrolo[3,4-c]pyridin-2-yl)-2-[1-(pyridin-3-yl)azetidin-3-yl]ethanone